(2R,3R)-1-(7-chloro-8-fluoro-2-(((2R,7aS)-2-fluorohexahydro-1H-pyrrolizin-7a-yl)methoxy)pyrido[4,3-d]pyrimidin-4-yl)-2-methylpiperidin-3-ol ClC1=C(C=2N=C(N=C(C2C=N1)N1[C@@H]([C@@H](CCC1)O)C)OC[C@]12CCCN2C[C@@H](C1)F)F